C(C1=CC=CC=C1)C=1C(=NC(=CC1C)C)OC1=NC=C(C=N1)F 2-[(3-benzyl-4,6-dimethyl-2-pyridinyl)oxy]-5-fluoropyrimidine